1-((1R)-3'-(2-(5-(3,4-difluorophenyl)-2,2-dimethylpyrrolidin-1-yl)-2-oxoethyl)-2',4'-dioxo-2,3-dihydrospiro[indene-1,5'-oxazolidine]-5-yl)-3-methylurea FC=1C=C(C=CC1F)C1CCC(N1C(CN1C(O[C@]2(C1=O)CCC1=CC(=CC=C12)NC(=O)NC)=O)=O)(C)C